C(N)(=O)CC[C@@H](COC1=C(C(=CC=C1)CCCO)Cl)NC(OC(C)(C)C)=O tert-butyl N-[(2S)-4-carbamoyl-1-[2-chloro-3-(3-hydroxypropyl)phenoxy]butan-2-yl]carbamate